N-[(4-{[2-amino-4-(pentylamino)-5H-pyrrolo[3,2-d]pyrimidin-5-yl]methyl}-3-methoxyphenyl)methyl]-N-cyclopropyl-3-(2,5-dioxo-2,5-dihydro-1H-pyrrol-1-yl)propanamide trifluoroacetate FC(C(=O)O)(F)F.NC=1N=C(C2=C(N1)C=CN2CC2=C(C=C(C=C2)CN(C(CCN2C(C=CC2=O)=O)=O)C2CC2)OC)NCCCCC